2-(9-([1,1'-biphenyl]-4-yl)dibenzo[b,d]furan-2-yl)-4,4,5,5-tetramethyl-1,3,2-dioxaborolane C1(=CC=C(C=C1)C1=CC=CC2=C1C1=C(O2)C=CC(=C1)B1OC(C(O1)(C)C)(C)C)C1=CC=CC=C1